FC1=CC=C(C=C1)C1=C(CCC(C1)(C)C)CN1CCC2(CN(C2)C(=O)C=2C=C3CN(C(C3=CC2)=O)C2C(NC(CC2)=O)=O)CC1 3-(5-(7-((4'-fluoro-5,5-dimethyl-3,4,5,6-tetrahydro-[1,1'-biphenyl]-2-yl)methyl)-2,7-diazaspiro[3.5]nonane-2-carbonyl)-1-oxoisoindolin-2-yl)piperidine-2,6-dione